N1=CN=C(C=C1)C1NC(CC12CCNCC2)C(=O)O pyrimidin-4-yl-2,8-diazaspiro[4.5]decane-3-carboxylic acid